(2-fluoro-4-methoxyphenyl)((2R,6R)-4-(7-methoxyquinazolin-4-yl)-2,6-dimethylpiperazin-1-yl)methanone FC1=C(C=CC(=C1)OC)C(=O)N1[C@@H](CN(C[C@H]1C)C1=NC=NC2=CC(=CC=C12)OC)C